FC1=C(OCC2CO2)C=CC=C1 (2-fluorophenoxymethyl) ethylene oxide